C(#N)C=1C=C(C=CC1)N1N=CC(=C1)C=1N(C(C2=CC(=CC(=C2C1)C(C)NC1=C(C(=O)O)C=CC=C1)C)=O)C 2-((1-(3-(1-(3-cyanophenyl)-1H-pyrazol-4-yl)-2,7-dimethyl-1-oxo-1,2-dihydroisoquinolin-5-yl)ethyl)amino)benzoic acid